NC=1CC(=CC2=C(N1)C=C(S2)C(=O)NC=2C=NC=NC2)C(=O)N(CCC)CCC 5-amino-N7,N7-dipropyl-N2-pyrimidin-5-yl-6H-thieno[3,2-b]azepine-2,7-dicarboxamide